CN1CCN(CCC1)C1=CC=CC=2N(C=NC21)C(=O)NCCCC2=CC=CC=C2 4-(4-Methyl-1,4-diazepan-1-yl)-N-(3-phenylpropyl)-1H-benzo[d]imidazole-1-carboxamide